2-(2-bromophenyl)-3-chloro-1-methyl-1H-indole BrC1=C(C=CC=C1)C=1N(C2=CC=CC=C2C1Cl)C